C(C1=CC=CC=C1)(=O)OOC1=CC=C(C=C1)OC(C(=C)C)=O ({4-[(2-methylpropan-2-enoyl) oxy] phenyl} oxy) benzoate